tert-butyl (3-chloro-4-cyclopropylphenyl)carbamate ClC=1C=C(C=CC1C1CC1)NC(OC(C)(C)C)=O